C(C)(=O)OCC1=C(C=C(C=C1B1OC(C(O1)(C)C)(C)C)F)NC(=O)C=1C=C2CCC3(C2=CC1F)CC3 4-Fluoro-2-(6'-fluoro-2',3'-dihydrospiro[cyclopropane-1,1'-indene]-5'-carboxamido)-6-(4,4,5,5-tetramethyl-1,3,2-dioxaborolan-2-yl)benzyl acetate